(2R,3R,4S,5S)-5-azido-6-(benzyloxy)-4-fluoro-2-(hydroxymethyl)tetrahydro-2H-pyran-3-ol N(=[N+]=[N-])[C@@H]1[C@@H]([C@@H]([C@H](OC1OCC1=CC=CC=C1)CO)O)F